(Ra)-6-(1-((racemic)-1-(4-((1R,5S)-3-azabicyclo[3.1.0]hexan-3-yl)phenyl)ethyl)-4-chloro-1H-indazole-7-carboxamido)spiro[3.3]heptane-2-carboxylic acid [C@@H]12CN(C[C@H]2C1)C1=CC=C(C=C1)[C@@H](C)N1N=CC2=C(C=CC(=C12)C(=O)NC1CC2(CC(C2)C(=O)O)C1)Cl |&1:12|